COC(=O)C=1N=CSC1CCCOC1=C(C=C(C=C1)I)F 5-[3-(2-fluoro-4-iodophenoxy)propyl]-1,3-thiazole-4-carboxylic acid methyl ester